OC(C#CC=1C=C2CCN3C(C2=CC1)=CC=NC3=O)C(C)C 9-(3-hydroxy-4-methyl-pent-1-ynyl)-6,7-dihydro-pyrimido[6,1-a]isoquinolin-4-one